C(C1=CC=CC=C1)OC1=CC(=C(C(=O)OC)C=C1C=O)Cl methyl 4-(benzyloxy)-2-chloro-5-formylbenzoate